CC1=CC=CC(=N1)OC1=CC=C(N)C=C1 4-((6-methylpyridin-2-yl)oxy)aniline